4,5-dihydroxy-4-cyclopenten-1,2,3-trione OC=1C(C(C(C1O)=O)=O)=O